tert-butyl N-tert-butoxycarbonyl-N-[5-(trifluoromethyl)-3-pyridyl]carbamate C(C)(C)(C)OC(=O)N(C(OC(C)(C)C)=O)C=1C=NC=C(C1)C(F)(F)F